CN(C)CC=1C=C(C=CC1N1CCN(CC1)C)C1=NNC=2C1=NN(C(C2)=O)C2=C(C=CC=C2C)F 3-(3-((dimethylamino)methyl)-4-(4-methylpiperazin-1-yl)phenyl)-5-(2-fluoro-6-methylphenyl)-1H-pyrazolo[4,3-c]pyridazin-6(5H)-one